C(C)(=O)N[C@H](CCCNC(N)=N)C(=O)O N-acetyl-d-arginine